(E)-3-(3-fluoro-4-(trifluoromethyl)styryl)azetidine 2,2,2-trifluoroacetate FC(C(=O)O)(F)F.FC=1C=C(/C=C/C2CNC2)C=CC1C(F)(F)F